Ethyl 6-Ethylnicotinate C(C)C1=NC=C(C(=O)OCC)C=C1